7-((4-(2-fluoro-6-(methylcarbamoyl)pyridin-3-yl)piperazin-1-yl)methyl)-6-fluoro-furo[2,3-c]quinolin-4(5H)-one FC1=NC(=CC=C1N1CCN(CC1)CC=1C=CC=2C3=C(C(NC2C1F)=O)OC=C3)C(NC)=O